C(C)(C)(C)C1=CC=C(CO)C=C1 p-tert-Butylbenzyl alcohol